OC1CN(CCC1)C=1N=C2N(C(C1)=O)C=C(C=C2C(C)NC2=C(C(=O)O)C=CC=C2)C 2-((1-(2-(3-hydroxypiperidin-1-yl)-7-methyl-4-oxo-4H-pyrido[1,2-a]pyrimidin-9-yl)ethyl)amino)benzoic acid